C(C)(C)C1=C(C(=NC=C1)C1=NC2=C(C=C1C([2H])([2H])[2H])OC1=C2C=CC=C1)C([2H])([2H])[2H] (isopropyl)(methyl-d3)[(methyl-d3)benzofuropyridinyl]pyridine